N(N)CC1CN(CC1)C(=O)OCC1=CC=CC=C1 benzyl 3-(hydrazineylmethyl)pyrrolidine-1-carboxylate